N1(CCOCC1)C=1SC(=C(N1)C(F)(F)F)C(=O)NCCC1=CC(=CC=C1)OC(F)(F)F 2-Morpholin-4-yl-4-(trifluoromethyl)-N-[[3-(trifluoromethyloxy)-phenyl]-ethyl]-thiazole-5-carboxylic acid amide